4,6,7-trimethoxy-2(1H)-quinolinone COC1=CC(NC2=CC(=C(C=C12)OC)OC)=O